NCC1=NN(C2=NC=CC(=C21)OC2CC(C2)O)C2=CC=C(C=C2)OC(F)(F)F 3-((3-(aminomethyl)-1-(4-(trifluoromethoxy)phenyl)-1H-pyrazolo[3,4-b]pyridin-4-yl)oxy)cyclobutanol